3-bromo-1-methyl-1H-pyrazolo[4,3-b]Pyridine-6-carboxylic acid methyl ester COC(=O)C=1C=C2C(=NC1)C(=NN2C)Br